(R)-2-(4-chlorophenyl)-1-(4-((5R,7R)-7-hydroxy-5-methyl-6,7-dihydro-5H-cyclopenta[d]pyrimidin-4-yl)piperazin-1-yl)-4-((2-methoxyethyl)(methyl)amino)butan-1-one ClC1=CC=C(C=C1)[C@H](C(=O)N1CCN(CC1)C=1C2=C(N=CN1)[C@@H](C[C@H]2C)O)CCN(C)CCOC